methoxy-2',3'-dihydrospiro[cyclohexane-1,1'-indene]-4-one COC1C2(C3=CC=CC=C3C1)CCC(CC2)=O